F[C@H]1C[C@@H](CN(C1)C(C)C)NC1=NC=C2C(=N1)N(C(N(C2)C=2C=CC(=NC2)NS(=O)(=O)CC2=CC=C(C=C2)F)=O)C N-(5-(7-(((3S,5S)-5-fluoro-1-isopropylpiperidin-3-yl)amino)-1-methyl-2-oxo-1,4-dihydropyrimido[4,5-d]pyrimidin-3(2H)-yl)pyridin-2-yl)-1-(4-fluorophenyl)methanesulfonamide